tert-butyl ((4-bromo-5-chloro-6-fluoro-3-methylene-2-phenyl-2,3-dihydrobenzofuran-2-yl)methyl)carbamate BrC1=C(C(=CC2=C1C(C(O2)(C2=CC=CC=C2)CNC(OC(C)(C)C)=O)=C)F)Cl